C(C=C)N1N(C2=NC(=NC=C2C1=O)NC1=CC=C(C=C1)OCC(C)C)C1=CC=CC(=N1)OC1CCN(CC1)C(=O)OC(C)(C)C tert-butyl 4-((6-(2-allyl-6-((4-isobutoxyphenyl)amino)-3-oxo-2,3-dihydro-1H-pyrazolo[3,4-d]pyrimidin-1-yl)pyridin-2-yl)oxy)piperidine-1-carboxylate